rac-(3aR,6aR)-1-(4-fluoro-3-(pyridin-4-yl)benzoyl)hexahydropyrrolo[3,4-b]pyrrole-5(1H)-carbonitrile FC1=C(C=C(C(=O)N2[C@@H]3[C@H](CC2)CN(C3)C#N)C=C1)C1=CC=NC=C1 |r|